1-(2-(3,8-diazabicyclo[3.2.1]octan-8-yl)-6,7-dihydrothiazolo[5,4-c]pyridin-5(4H)-yl)-2-(4,4-difluorocyclohexyl)-2-fluoroethan-1-one C12CNCC(CC1)N2C=2SC=1CN(CCC1N2)C(C(F)C2CCC(CC2)(F)F)=O